C12(CCCC3=CC=CC=C13)CNC1=C(OC2)C=CC(=C1)C(=O)O 3',4,4',5-tetrahydro-2H,2'H-spiro[benzo[b][1,4]oxazepine-3,1'-naphthalene]-7-carboxylic Acid